P(=O)(OCC(C)C)([O-])[O-] iso-butyl phosphate